COOP(=O)(OOC)CCC(=O)O 3-(dimethoxyphosphono)propionic acid